CC1=CN(CO1)C(=O)N 5-methyl-Oxazole-3-carboxamide